[Cl-].COC1=CC=C(C=N1)N1N=CN=C1C[NH3+] [1-(6-methoxypyridin-3-yl)-1H-1,2,4-triazol-5-yl]methanaminium chloride